1-(2,4-difluorophenyl)-3,4-dihydroisoquinoline FC1=C(C=CC(=C1)F)C1=NCCC2=CC=CC=C12